COC=1C=C2C(=CC=NC2=CC1OC)OC1=CC=C(C=C1)NC(=O)NCCCC1=CC=CC=C1 1-(4-((6,7-dimethoxyquinolin-4-yl)oxy)phenyl)-3-(3-phenylpropyl)urea